ClC=1C=CC(=C2C=NN(C(C12)=O)C)CC1CC2(CN(C2)[C@H](CCC2=CC=3N(C=C2F)C=NN3)C)C1 8-chloro-5-[[2-[(1S)-3-(6-fluoro-[1,2,4]triazolo[4,3-a]pyridin-7-yl)-1-methyl-propyl]-2-azaspiro[3.3]heptan-6-yl]methyl]-2-methyl-phthalazin-1-one